N1(N=CC=C1)CC1=CC2=C(C(=NO2)NS(=O)(=O)C2=C(C=CC3=C2OCCN3C(C)=O)OC)C(=C1F)OC N-(6-((1H-pyrazol-1-yl)methyl)-5-fluoro-4-methoxybenzo[d]isoxazol-3-yl)-4-acetyl-7-methoxy-3,4-dihydro-2H-benzo[b][1,4]oxazine-8-sulfonamide